BrCCCCOC1=C(C=CC=C1)I 1-(4-Bromobutoxy)-2-iodobenzene